ClC=1C=C(C=C(C1)Cl)C1(CC(=NO1)N1CC=2C=NC(=CC2C1)C(=O)O)C(F)(F)F 2-(5-(3,5-dichlorophenyl)-5-(trifluoromethyl)-4,5-dihydroisoxazol-3-yl)-2,3-dihydro-1H-pyrrolo[3,4-c]pyridine-6-carboxylic acid